thieno[2',3',4',5':4,5]phenanthro[2,1-b]pyrrole 4,4-dioxide C1=CC=C2C=3C=4C(=CC=5NC=CC5C4C=CC13)S2(=O)=O